FC(C1=CC(=CC(=N1)\C=N\[S@](=O)C(C)(C)C)C1=C(C=CC=C1C)C)F (R,E)-N-((6-(difluoromethyl)-4-(2,6-dimethylphenyl)pyridin-2-yl)methylene)-2-methylpropane-2-sulfinamide